C(#N)C1=NC2=CC(=CC=C2N=C1N1CCOCC1)OCC 2-cyano-7-ethoxy-3-morpholinoquinoxalin